CS(=O)(=O)N1CCC(=CC1)B1OC(C(O1)(C)C)(C)C 1-Methanesulfonyl-4-(tetramethyl-1,3,2-dioxaborolan-2-yl)-1,2,3,6-tetrahydropyridine